P(=O)(O)(O)OC[C@@H]1[C@H]([C@H]([C@@H](O1)N1C(=O)NC(=O)C=C1)O)O uridine 5'-monophosphate